COC1=C(C=C(C=C1)NC(=O)C1N(C(CC1)=O)C)CC1=CC=C(C=C1)C(F)(F)F N-(4-Methoxy-3-(4-(trifluoromethyl)benzyl)phenyl)-1-methyl-5-oxo-pyrrolidine-2-carboxamide